7-octenyl iodide C(CCCCCC=C)I